N-[4-[(6,7-dimethoxy-1,5-naphthyridin-4-yl)oxy]-3-fluorophenyl]-5-(4-fluorophenyl)-4-oxo-1-(1H-pyrazol-3-yl)pyridine-3-carboxamide COC=1N=C2C(=CC=NC2=CC1OC)OC1=C(C=C(C=C1)NC(=O)C1=CN(C=C(C1=O)C1=CC=C(C=C1)F)C1=NNC=C1)F